3-(6-(((R)-7-Fluoro-4-(6-(((R)-tetrahydrofuran-3-yl)oxy)pyridin-3-yl)-2,3-dihydro-1H-inden-1-yl)oxy)pyridin-3-yl)hex-4-ynoic Acid FC=1C=CC(=C2CC[C@H](C12)OC1=CC=C(C=N1)C(CC(=O)O)C#CC)C=1C=NC(=CC1)O[C@H]1COCC1